5,10-dihydro-6H-pyrido[1,2-h][1,7]naphthyridine-9-carbohydrazide N1=CC=CC=2CCN3C(C12)=CCC(=C3)C(=O)NN